5-Amino-3-cyano-1-ethyl-4-(3-hydroxy-2,4-dimethylphenyl)pyrrolo[2,3-b]pyridine-6-carboxamide NC=1C(=C2C(=NC1C(=O)N)N(C=C2C#N)CC)C2=C(C(=C(C=C2)C)O)C